carbon disulphide dichloride [Cl-].[Cl-].[C+2](=S)=S